2-(2-methylpyrazol-3-yl)-4-(spiro[3.3]heptane-2-ylidene)oxazol-5-one CN1N=CC=C1C=1OC(C(N1)=C1CC2(C1)CCC2)=O